2-butoxy-8-(difluoromethyl)-9-(3-(pyrrolidin-1-ylmethyl)benzyl)-9H-purin-6-amine C(CCC)OC1=NC(=C2N=C(N(C2=N1)CC1=CC(=CC=C1)CN1CCCC1)C(F)F)N